ClC1=C(OC=2C(=NC=CC2)OCC(=O)OCC)C=C(C(=C1)F)N1C(N(C(=CC1=O)C(C)(F)F)C)=O ethyl [(3-{2-chloro-5-[4-(1,1-difluoroethyl)-3-methyl-2,6-dioxo-3,6-dihydropyrimidin-1(2H)-yl]-4-fluorophenoxy}pyridin-2-yl)oxy]acetate